Cl.CO[C@H]1C[C@H](NC1)C(=O)OCC1=CC(=NC(=C1)Cl)Cl (2,6-Dichloropyridin-4-yl)methyl (2S,4S)-4-methoxypyrrolidine-2-carboxylate hydrochloride